BrC=1C2(C3=CC=C(C=C3C1)OC)CCC(CC2)=O 2'-bromo-5'-methoxy-spiro[cyclohexane-4,1'-indene]-1-one